tert-butyl (3S)-4-((1-(3-(2,6-dioxopiperidin-3-yl)-1-methyl-1H-indazol-6-yl) piperidin-4-yl) methyl)-3-methylpiperazine-1-carboxylate O=C1NC(CCC1C1=NN(C2=CC(=CC=C12)N1CCC(CC1)CN1[C@H](CN(CC1)C(=O)OC(C)(C)C)C)C)=O